3,3-Dimethyl-1-(4-(3-(4-methylpiperazin-1-yl)propionyl)-3,4-dihydroquinoxalin-1(2H)-yl)butan-1-one CC(CC(=O)N1CCN(C2=CC=CC=C12)C(CCN1CCN(CC1)C)=O)(C)C